C(CCCCCCCCCC)(=O)CCO 2-undecanoyl-1-ethanol